2-amino-6-(4-hydroxyphenyl)-4-phenylnicotinonitrile NC1=C(C#N)C(=CC(=N1)C1=CC=C(C=C1)O)C1=CC=CC=C1